BrC=1N=CC(=NC1)P(C)(C)=O (5-bromopyrazin-2-yl)dimethylphosphine oxide